methyl-5'-phenylspiro[cyclohexane-1,3'-indole]-2',4-dione CC1=C2C3(C(NC2=CC=C1C1=CC=CC=C1)=O)CCC(CC3)=O